C(C1=CC=CC=C1)N1CCC(CC1)CNC(C1=C(C=C(C=C1)CCC(=O)NO)OC)=O N-((1-Benzylpiperidin-4-yl)methyl)-4-(3-(hydroxyamino)-3-oxopropyl)-2-methoxybenzamide